(S)-2-((4-methoxy-5-(4-(2-oxopyrrolidin-1-yl)phenyl)pyridin-2-yl)amino)-6,6a,7,8-tetrahydro-9H-pyrido[2,3-b]pyrrolo[1,2-d][1,4]oxazin-9-one COC1=CC(=NC=C1C1=CC=C(C=C1)N1C(CCC1)=O)NC1=CC2=C(OC[C@H]3N2C(CC3)=O)N=C1